ClC=1CN(N2C1C=C(C=C2)OC2=NC=C(C=C2OCC(F)(F)F)C#N)C2(CCS(CC2)(=O)=O)C 3-Chloro-5-((5-cyano-3-(2,2,2-trifluoroethoxy)pyridin-2-yl)oxy)-N-(4-methyl-1,1-dioxidotetrahydro-2H-thiopyran-4-yl)pyrazolo[1,5-a]pyridine